(S)-alanine methyl ester HCl Cl.COC([C@@H](N)C)=O